C(#N)C1=C(N(N=C1C1=CC=C(C=C1)CC(=O)NC1=CC(=NO1)CC1C(C1)(F)F)C(C)C)NC(OC(C)(C)C)=O tert-Butyl N-[4-cyano-5-[4-[2-[[3-[(2,2-difluorocyclopropyl) methyl]isoxazol-5-yl]amino]-2-oxo-ethyl]phenyl]-2-isopropyl-pyrazol-3-yl]carbamate